C[Si]1(N[Si](N[Si](N1)(C)C)(C)C)C 2,2,4,4,6,6-hexamethyl-[1,3,5,2,4,6]triazatrisilinane